C1(=CC=CC2=CC=CC=C12)OCC(=O)[O-].[Na+].C(CCC)(=O)C1=CC(=C(C=N1)C=1C=2N(C3=CC(=NC=C3C1)NC(C)=O)C=CN2)C N-(4-(6-butyryl-4-methylpyridin-3-yl)imidazo[1,2-a][1,6]naphthyridin-8-yl)acetamide sodium naphthyloxyacetate